2-(2-oxo-1(2H)-pyridyl)-1,1,3,3-tetramethyluronium tetrafluoroborate F[B-](F)(F)F.O=C1N(C=CC=C1)OC(=[N+](C)C)N(C)C